P([O-])(O)=O.[NH4+] monoammonium phosphonate